F[C@@H]1CN(CC[C@@H]1NC1=NC=C(C(=N1)C1=CN=C(S1)C)C(F)(F)F)S(=O)(=O)C=1C=NN(C1)C N-((3R,4S)-3-fluoro-1-((1-methyl-1H-pyrazol-4-yl)sulfonyl)piperidin-4-yl)-4-(2-methylthiazol-5-yl)-5-(trifluoromethyl)pyrimidin-2-amine